N-cyclohexyl-5-(1H-indol-6-yl)-1H-pyrrolo[2,3-b]pyridin-4-amine C1(CCCCC1)NC=1C2=C(N=CC1C1=CC=C3C=CNC3=C1)NC=C2